N-((S)-1,1-dicyclopropyl-3-((2-fluoro-4-((S)-1-(methyl(2,2,2-trifluoroethyl)amino)-1-oxopropan-2-yl)phenyl)amino)-3-oxopropan-2-yl)-1-ethyl-4-fluoro-1H-pyrazole-5-carboxamide C1(CC1)C([C@@H](C(=O)NC1=C(C=C(C=C1)[C@@H](C(=O)N(CC(F)(F)F)C)C)F)NC(=O)C1=C(C=NN1CC)F)C1CC1